CC1=C(OC(C(=O)[O-])C)C=CC(=C1)Cl 2-methyl-4-chlorophenoxypropionate